C1C(CC2=CC=CC=C12)OCC=1C=C(C=CC1C=1C=NC=C(C1C)OCC)NC1(NCOC1)C(=O)O 4-({3-[(2,3-Dihydro-1H-inden-2-yloxy)methyl]-4-(5-ethoxy-4-methylpyridin-3-yl)phenyl}amino)oxazolidine-4-carboxylic acid